ClCC=1OC2=C(N1)C=C(C=C2)[N+](=O)[O-] 2-(chloromethyl)-5-nitrobenzo[d]oxazole